OCC1CCCCC1CO 1,6-bis(hydroxymethyl)cyclohexane